ClC1=CC=C(OC2=CC(=C(C(=O)C=[N+]=[N-])C=C2)C(F)(F)F)C=C1 4-(4-chlorophenoxy)-2-(trifluoromethyl)benzoyl-diazomethane